tert-butyl N-[(1S)-2-[4-[3,5-dimethyl-1-(2-trimethylsilylethoxymethyl)pyrazol-4-yl]anilino]-1-(4-methylcyclohexyl)-2-oxo-ethyl]carbamate CC1=NN(C(=C1C1=CC=C(NC([C@H](C2CCC(CC2)C)NC(OC(C)(C)C)=O)=O)C=C1)C)COCC[Si](C)(C)C